N(=C=O)C1=C(C=CC=C1C)C=1C(=NC=CC1)OC (2-isocyanato-3-methyl-phenyl)-2-methoxy-pyridine